2-(10-bromodecyl)-5,6-dimethoxy-3-methyl-phenol BrCCCCCCCCCCC1=C(C(=C(C=C1C)OC)OC)O